N(=NCCCCCCCC)CCCCCCCC azooctane